(RS)-4-((tert-butyldiphenylsilyl)oxy)dihydrofuran-2(3H)-one [Si](C1=CC=CC=C1)(C1=CC=CC=C1)(C(C)(C)C)O[C@@H]1CC(OC1)=O |r|